FC=1C=C2C=3C(=NNC(C3C1)=O)C(C(N2)C2=CC=C(C=C2)F)N2C(N1[C@H](C2=O)CCC1)=O 5-fluoro-8-(4-fluorophenyl)-9-((7aS)-tetrahydro-1H-pyrrolo[1,2-c]imidazole-1,3(2H)-dione-2-yl)-8,9-dihydro-2H-pyrido[4,3,2-de]phthalazin-3(7H)-one